BrC1=CC=CN2C(=C(C=C12)C1=NSC(O1)=O)SC(F)(F)F 5-{8-bromo-3-[(trifluoromethyl)sulfanyl]indolizin-2-yl}-1,3,4-oxathiazol-2-one